1-(benzylsulfonyl)-4-(3-(methoxy-d3)phenyl)-3-((methyl(methyl-d3)amino)methyl)piperidin-4-ol C(C1=CC=CC=C1)S(=O)(=O)N1CC(C(CC1)(O)C1=CC(=CC=C1)OC([2H])([2H])[2H])CN(C([2H])([2H])[2H])C